3-Fluoro-4-((1S,5R)-1-(5-((1-methylpiperidin-4-yl)oxy)-1,3,4-oxadiazol-2-yl)-5-(trifluoromethyl)-3-azabicyclo[3.1.0]hexane-3-yl)pyrazolo[1,5-a]pyridine-7-carbonitrile FC=1C=NN2C1C(=CC=C2C#N)N2C[C@@]1(C[C@@]1(C2)C(F)(F)F)C=2OC(=NN2)OC2CCN(CC2)C